3-AMINO-4-BROMOBENZALDEHYDE NC=1C=C(C=O)C=CC1Br